4-fluoro-N-(5-(1-(piperidin-4-yl)-1H-pyrazol-4-yl)-1H-pyrazolo[3,4-b]pyridin-3-yl)benzamide FC1=CC=C(C(=O)NC2=NNC3=NC=C(C=C32)C=3C=NN(C3)C3CCNCC3)C=C1